6-cyclopropyl-3-(4-fluoro-2-methyl-phenoxy)-5-methyl-N-[3-(methylsulfonimidoyl)phenyl]pyridazine-4-carboxamide C1(CC1)C1=C(C(=C(N=N1)OC1=C(C=C(C=C1)F)C)C(=O)NC1=CC(=CC=C1)S(=O)(=N)C)C